C(C)(C)(C)C1=C(C=CC(=C1)C(C)(C)C)OP([O-])C1=CC=C(C=C1)C1=CC=C(C=C1)P([O-])[O-] (2,4-di-t-butylphenyl)-1,1-biphenyl-4,4'-diyldiphosphonite